ClC1=C(C=NC(=C1)Cl)C[C@H]1N=C([C@@H](N=C1OC)C(C)C)OC (2R,5S)-2-((4,6-dichloropyridin-3-yl)methyl)-5-isopropyl-3,6-dimethoxy-2,5-dihydropyrazine